15-hexadecenyl-trichlorosilane C(CCCCCCCCCCCCCC=C)[Si](Cl)(Cl)Cl